COC(CNC(C=C)=O)OC N-acryloylaminoacetaldehyde dimethylacetal